tert-Butyl (S)-4-(7-bromo-5-((2-(trimethylsilyl)ethoxy)methyl)-5H-pyrrolo[3,2-d]pyrimidin-4-yl)-3-methylpiperazine-1-carboxylate BrC1=CN(C2=C1N=CN=C2N2[C@H](CN(CC2)C(=O)OC(C)(C)C)C)COCC[Si](C)(C)C